(7-fluoro-2-hydroxymethylimidazo[1,2-a]pyridin-3-yl)ethanol FC1=CC=2N(C=C1)C(=C(N2)CO)C(C)O